(3R)-N-[5-(5-fluoro-3-pyridinyl)-3-(trifluoromethyl)pyrazolo[1,5-a]Pyrimidin-7-yl]-2,3,4,9-tetrahydro-1H-carbazol-3-amine FC=1C=C(C=NC1)C1=NC=2N(C(=C1)N[C@@H]1CCC=3NC4=CC=CC=C4C3C1)N=CC2C(F)(F)F